(S)-6-allyl-2-((4-((2-hydroxy-1-phenylethyl)amino)-5-(3-(pyridin-3-yl)-1,2,4-oxadiazol-5-yl)pyridin-2-yl)amino)-7,7-dimethyl-6,7-dihydro-5H-pyrrolo[3,4-d]pyrimidin-5-one C(C=C)N1C(C=2N=C(N=CC2C1=O)NC1=NC=C(C(=C1)N[C@H](CO)C1=CC=CC=C1)C1=NC(=NO1)C=1C=NC=CC1)(C)C